C(O)C1CCC(CC1)CO 1,4-bis-methylolcyclohexane